(R)-N-(1-(1-acryloylazepan-3-yl)-7-chloro-6-((1,1-dioxotetrahydro-2H-thiopyran-4-yl)oxy)-1H-benzo[d]imidazol-2-yl)-2-methylisonicotinamide C(C=C)(=O)N1C[C@@H](CCCC1)N1C(=NC2=C1C(=C(C=C2)OC2CCS(CC2)(=O)=O)Cl)NC(C2=CC(=NC=C2)C)=O